(1R)-3,4,5,8-tetrahydro-6-methoxy-1-[[4-methoxy-3,5-dihydroxyphenyl]methyl]-2(1H)-isoquinolinecarboxylic acid methyl ester COC(=O)N1[C@@H](C=2CC=C(CC2CC1)OC)CC1=CC(=C(C(=C1)O)OC)O